2-{3-[(4-methanesulfonyl-2-methoxy-phenyl)amino]prop-1-yn-1-yl}-N-[1-(oxan-4-yl)piperidin-4-yl]-1-(oxiran-2-ylmethyl)-1H-indol-4-amine CS(=O)(=O)C1=CC(=C(C=C1)NCC#CC=1N(C=2C=CC=C(C2C1)NC1CCN(CC1)C1CCOCC1)CC1OC1)OC